C(C)C1=C(C=C(C(=C1)O)F)C1=CC=C2C(=NNC2=C1)C1=NC2=C(N1)CN(C2)C(=O)NCC 2-(6-(2-ethyl-5-fluoro-4-hydroxyphenyl)-1H-indazol-3-yl)-N-ethyl-4,6-dihydropyrrolo[3,4-d]imidazol-5(1H)-carboxamide